BrC1=NC=CC(=C1)N1C[C@@H](CCC1)O[Si](C)(C)C(C)(C)C (R)-2-bromo-4-(3-((tert-butyldimethylsilyl)oxy)piperidin-1-yl)pyridine